triethoxyn-octyl-silane C(C)OC(CCCCCCC[SiH3])(OCC)OCC